5-(3-methyl-4-nitrophenyl)oxazole CC=1C=C(C=CC1[N+](=O)[O-])C1=CN=CO1